CN(C=1C=C(C=CC1)NC(CN1C=C(C2=CC=CC=C12)CO)=O)C N-(3-(Dimethylamino)phenyl)-2-(3-(hydroxymethyl)-1H-indol-1-yl)acetamide